C(C)(=O)C1(CC(C1)C(=O)OC(C)(C)C)NC(=O)OC(C)(C)C tert-butyl 3-acetyl-3-{tert-butoxycarbonylamino}cyclobutanecarboxylate